BrC1=CN=CC=2CN[C@@H](COC21)C (3R)-9-bromo-3-methyl-2,3,4,5-tetrahydropyrido[3,4-f][1,4]oxazepine